OB1OC(C2C1=C(C=CC2)C2=CC=C1C(=CN=NC1=C2)N)C(C)C 7-(1-hydroxy-3-prop-2-yl-3,4-dihydro-2,1-benzoxaborole-7-yl)cinnolin-4-amine